4-amino-7-fluoro-N-methyl-N-((3R)-6-(trifluoromethyl)-2,3-dihydrofuro[3,2-b]pyridin-3-yl)-1,3-dihydrofuro[3,4-c]quinoline-8-carboxamide NC1=NC=2C=C(C(=CC2C2=C1COC2)C(=O)N([C@H]2COC=1C2=NC=C(C1)C(F)(F)F)C)F